1,2-difluoro-1H-pyrrolizin FC1C(=CN2C=CC=C12)F